bis(3,5-difluoro-2-(5-(trifluoromethyl)-2-pyridyl)phenyl)iridium(1+) FC=1C(=C(C=C(C1)F)[Ir+]C1=C(C(=CC(=C1)F)F)C1=NC=C(C=C1)C(F)(F)F)C1=NC=C(C=C1)C(F)(F)F